ClC1=NN2C(N=CC3=C2C(CC3C#N)(C3=NN(C=C3)COCC[Si](C)(C)C)C)=C1 2-chloro-8-methyl-8-(1-((2-(trimethylsilyl)ethoxy)methyl)-1H-pyrazol-3-yl)-7,8-dihydro-6H-cyclopenta[e]pyrazolo[1,5-a]pyrimidine-6-carbonitrile